NC1=CN(C2=C1N=C(N(C2=O)C)CC)C 7-Amino-2-ethyl-3,5-dimethyl-3,5-dihydro-4H-pyrrolo[3,2-d]pyrimidin-4-one